NC1=NC=CC2=C(C=CC=C12)NCC12OCC(C1)C2 1-(((1-aminoisoquinolin-5-yl)amino)methyl)-2-oxabicyclo[2.1.1]hexan